acetic acid 2-(4-bromo-phenyl)-2,2-difluoro-ethyl ester BrC1=CC=C(C=C1)C(COC(C)=O)(F)F